4-Methyl-1,2-pentylenoxid CC(CC1CO1)C